ClC=1C=CC2=C(C=NN(B2O)C(=O)C2=C(C=CC=C2)F)C1 (6-chloro-1-hydroxy-2,3,1-benzodiazaborinin-2-yl)(2-fluorophenyl)methanone